3-azabicyclo[4.2.1]nonane C12CNCCC(CC1)C2